C(C)OC(=O)N1CCC2(CN(C(N2CC2=CC(=CC(=C2)OC)F)=O)C2=NC(=C(C=C2)C=2C=NNC2)CC)CC1 3-(6-ethyl-5-(1H-pyrazol-4-yl)pyridin-2-yl)-1-(3-fluoro-5-methoxybenzyl)-2-oxo-1,3,8-triazaspiro[4.5]decane-8-carboxylic acid ethyl ester